4-methoxy-naphthotriazine CON1NN=CC2=C1C=CC1=CC=CC=C12